NC1=C(C=2C(=NC=C(C2S1)F)C=1C2=C(C=3C=NC(=NC3C1F)N1C3C(CC1)CN(C3)C)COC2)C#N 2-Amino-7-fluoro-4-(5-fluoro-3-(5-methylhexahydropyrrolo[3,4-b]pyrrol-1(2H)-yl)-7,9-dihydrofuro[3,4-f]quinazolin-6-yl)thieno[3,2-c]pyridine-3-carbonitrile